N,N'-dicarboethoxyguanidine C(=O)(OCC)NC(=N)NC(=O)OCC